2-Ethoxy-4-(4-methoxy-phenyl)-5H-indeno[1,2-b]pyridine-3-carbonitrile C(C)OC1=C(C(=C2C(=N1)C1=CC=CC=C1C2)C2=CC=C(C=C2)OC)C#N